4-(10H-phenothiazin-10-yl)-N-phenylaniline C1=CC=CC=2SC3=CC=CC=C3N(C12)C1=CC=C(NC2=CC=CC=C2)C=C1